NC1CN(C1)CC=1C=CC(=C(C(=O)NC2=CC=C(C=C2)S(=O)(=O)N2CCN(CC2)C2=CC(=CC(=C2)Cl)Cl)C1)N(S(=O)(=O)C)C 5-((3-Aminoazetidin-1-yl)methyl)-N-(4-((4-(3,5-dichlorophenyl)piperazin-1-yl)sulfonyl)phenyl)-2-(N-methylmethylsulfonamido)benzamide